6-(3,4-dihydro-2H-pyran-6-yl)-2-[(2-methoxy-3-pyridyl)amino]pyridine-3-carbonitrile O1CCCC=C1C1=CC=C(C(=N1)NC=1C(=NC=CC1)OC)C#N